isobutyl 3-(1-((1-((4-benzylpiperazin-1-yl)sulfonyl)piperidin-4-yl)methyl)-1H-1,2,3-triazol-4-yl)-5-fluoro-1H-indole-2-carboxylate C(C1=CC=CC=C1)N1CCN(CC1)S(=O)(=O)N1CCC(CC1)CN1N=NC(=C1)C1=C(NC2=CC=C(C=C12)F)C(=O)OCC(C)C